2-(3-(2,6-dimethylpyridin-3-yl)phenyl)-4-phenyl-6-(3-(3,5,6-triphenylpyrazin-2-yl)phenyl)-1,3,5-triazine CC1=NC(=CC=C1C=1C=C(C=CC1)C1=NC(=NC(=N1)C1=CC=CC=C1)C1=CC(=CC=C1)C1=NC(=C(N=C1C1=CC=CC=C1)C1=CC=CC=C1)C1=CC=CC=C1)C